(E)-2-(4-(3-acetamidophenyl)-1H-1,2,3-triazol-1-yl)-N'-(3-chlorobenzylidene)acetohydrazide C(C)(=O)NC=1C=C(C=CC1)C=1N=NN(C1)CC(=O)N/N=C/C1=CC(=CC=C1)Cl